C(C)(=O)OC1=C(C=C(C=C1)OC(N(C)CCN(C)C(=O)OC1=CC2=C(N=C(S2)C#N)C=C1)=O)OC(C)=O 4-(((2-((((2-cyanobenzo[d]thiazol-6-yl)oxy)carbonyl)-(methyl)amino)ethyl)(methyl)carbamoyl)oxy)-1,2-phenylene diacetate